5-Oxo-N-{4-[3-(propan-2-yl)-1,2,4-oxadiazol-5-yl]phenyl}-1-[(pyridin-3-yl)methyl]-pyrrolidine-3-carboxamide O=C1CC(CN1CC=1C=NC=CC1)C(=O)NC1=CC=C(C=C1)C1=NC(=NO1)C(C)C